C[C@@H](CC#N)CCC=C(C)C (-)-(R)-3,7-dimethyl-6-octenenitrile